BrC=1C(=NC(=C(C1)C(F)(F)F)Br)C(=O)O 3,6-dibromo-5-(trifluoromethyl)pyridine-2-carboxylic acid